COC([C@H](CC1=C(C=C(C=C1)Br)F)NC(=O)OC(C)(C)C)=O (S)-3-(4-bromo-2-fluorophenyl)-2-((tert-butoxycarbonyl)amino)propionic acid methyl ester